COC1=C(NC2=CC(=NC=C2C(=O)N)Cl)C=CC=C1 4-(2-Methoxyanilino)-6-chloronicotinamide